ClC(C(=O)Cl)C1=CC=C(C=C1)Cl 2-chloro-2-(4-chlorophenyl)acetylChlorine